C(C)(C)C1=CC(=NC=C1)OB(O)O (4-isopropylpyridin-2-yl)boric acid